NC1=C(C=C(C=C1)N1CCN(CC1)C(C=C)=O)OC 1-(4-(4-amino-3-methoxyphenyl)piperazin-1-yl)prop-2-en-1-one